(1R,2S,5R)-1-Amino-2-(((R)-2-amino-3-methylbutanamido)methyl)-5-(2-boronoethyl)cyclohexane-1-carboxylic acid dihydrochloride Cl.Cl.N[C@]1([C@@H](CC[C@H](C1)CCB(O)O)CNC([C@@H](C(C)C)N)=O)C(=O)O